4-((R)-2-oxo-3-((S)-2-((6-oxo-5-(trifluoromethyl)-1,6-dihydropyridazin-4-yl)amino)propoxy)pyrrolidin-1-yl)-1-(5-(trifluoromethyl)pyrimidin-2-yl)piperidine-3-carboxamide O=C1N(CC[C@H]1OC[C@H](C)NC=1C=NNC(C1C(F)(F)F)=O)C1C(CN(CC1)C1=NC=C(C=N1)C(F)(F)F)C(=O)N